BrC1=C2CCN([C@@H](C2=C(C=C1)OCC=1N=NN(C1)C(C)C)CN1C(C(CC1)C)=O)C(=O)OC(C)(C)C tert-butyl (1S)-5-bromo-8-((1-isopropyl-1H-1,2,3-triazol-4-yl)methoxy)-1-((3-methyl-2-oxopyrrolidin-1-yl)methyl)-3,4-dihydroisoquinoline-2(1H)-carboxylate